C1CCC2=C(C=3CCCC3C=C12)NC(=O)O[C@@H](C(=O)OCC)CC1=NC=CC=N1 Ethyl (2R)-2-{[(1,2,3,5,6,7-hexahydro-s-indacen-4-yl)-carbamoyl]oxy}-3-(pyrimidin-2-yl)propanoate